CN1N=C(C(=C1)B1OC(C(O1)(C)C)(C)C)C(F)(F)F 1-methyl-4-(4,4,5,5-tetramethyl-1,3,2-dioxaborolan-2-yl)-3-(trifluoromethyl)-1H-pyrazole